8-methyl-4-methylenenona-7-en-2-one CC(=CCCC(CC(C)=O)=C)C